N[C@H](C1CCN(CC1)C([C@@H](C)O)=O)C1=C(C=C(C(=C1)Cl)Cl)O (R)-1-(4-((R)-amino(4,5-dichloro-2-hydroxyphenyl)methyl)piperidin-1-yl)-2-hydroxypropan-1-one